N-{(2S,3R)-2-[([1,1'-biphenyl]-3-yl)methyl]-4,4-difluoro-1-[(2R)-oxolane-2-carbonyl]pyrrolidin-3-yl}ethanesulfonamide C1(=CC(=CC=C1)C[C@@H]1N(CC([C@@H]1NS(=O)(=O)CC)(F)F)C(=O)[C@@H]1OCCC1)C1=CC=CC=C1